N',N'-bis(pyridin-2-ylmethyl)ethane-1,2-diamine N1=C(C=CC=C1)CN(CCN)CC1=NC=CC=C1